N-(4-sulfamoylphenyl)p-menthanecarboxamide S(N)(=O)(=O)C1=CC=C(C=C1)NC(=O)C1CC(CCC1C(C)C)C